methylpyrimidin-4-amine CC1=NC=CC(=N1)N